(S)-N-[2-Diethylamino-6-(4-fluoro-benzylamino)-pyridin-3-yl]-2-phenyl-propionamide C(C)N(C1=NC(=CC=C1NC([C@@H](C)C1=CC=CC=C1)=O)NCC1=CC=C(C=C1)F)CC